Tert-Butyl ((S)-(7-((S*)-2-cyano-(2-(3,3-difluorocyclobutyl)acetamido)ethyl)imidazo[1,2-b]pyridazin-2-yl)(4,4-difluorocyclohexyl)methyl)carbamate C(#N)[C@H](CC1=CC=2N(N=C1)C=C(N2)[C@H](C2CCC(CC2)(F)F)NC(OC(C)(C)C)=O)NC(CC2CC(C2)(F)F)=O |o1:2|